methyl (S)-2-(((benzyloxy)carbonyl)amino)-4-methylpent-4-enoate C(C1=CC=CC=C1)OC(=O)N[C@H](C(=O)OC)CC(=C)C